(2R,5S)-2-(4-phenoxyphenyl)-5-[(pyrimidin-2-ylmethylamino)methyl]-1,4-thiazepan-3-one, hydrochloride Cl.O(C1=CC=CC=C1)C1=CC=C(C=C1)[C@H]1SCC[C@H](NC1=O)CNCC1=NC=CC=N1